N1(C=NC=C1)C1=CC(=NC=C1)C(=O)N[C@@H]1[C@H](CCCC1)OC 4-(1H-imidazol-1-yl)-N-((1S,2S)-2-methoxycyclohexyl)picolinamide